BrC=1C=C(N(N1)[C@H](CNC(=O)OC(C)(C)C)C)C(=O)O 5-bromo-2-[(1S)-2-(tert-butoxycarbonylamino)-1-methyl-ethyl]pyrazole-3-carboxylic acid